((4-cyano-7-(2,6-difluoro-4-isopropylphenyl)-2,3-dihydrobenzofuran-5-yl)amino)methacrylic acid C(#N)C1=C(C=C(C2=C1CCO2)C2=C(C=C(C=C2F)C(C)C)F)NC=C(C(=O)O)C